C1=CC=CC=2C3=CC=CC=C3N(C12)CC(CN1C(C(CCC1)OC)=O)O 1-(3-(9H-carbazol-9-yl)-2-hydroxypropyl)-3-methoxypiperidin-2-one